benzyl 3-(3-(2-hydroxyphenyl)-6-methyl-6,7-dihydro-5H-pyrrolo[2,3-c]pyridazin-6-yl)azetidine-1-carboxylate OC1=C(C=CC=C1)C1=CC2=C(N=N1)NC(C2)(C)C2CN(C2)C(=O)OCC2=CC=CC=C2